S1C(=NC2=C1C=CC=C2)N(S)CC2=C(C=CC=C2)C (benzo[d]thiazole-2-yl)-N-(2-methylbenzyl)thiohydroxylamine